C1N(CC12CNC2)CC2=CC=CC=1N(C(N(C12)C)=O)C1C(NC(CC1)=O)=O 3-[4-(2,6-Diazaspiro[3.3]heptan-2-ylmethyl)-3-methyl-2-oxo-benzimidazol-1-yl]piperidine-2,6-dione